Sodium 2,3-dimercaptopropanesulfonate monohydrate O.SC(CS(=O)(=O)[O-])CS.[Na+]